FC(C1=NN(C=C1N1N=NC(=C1)C=1C=NN2C1N=C(C=C2)N2[C@H]1CO[C@@H](C2)C1)C)F (1R,4R)-5-(3-(1-(3-(difluoromethyl)-1-methyl-1H-pyrazol-4-yl)-1H-1,2,3-triazol-4-yl)pyrazolo[1,5-a]pyrimidin-5-yl)-2-oxa-5-azabicyclo[2.2.1]heptane